7-(2-(4-(6-fluorobenzothiophen-4-yl)piperazin-1-yl)ethyl)-3,4-dihydroquinolin-2(1H)-one FC1=CC2=C(C=CS2)C(=C1)N1CCN(CC1)CCC1=CC=C2CCC(NC2=C1)=O